C[C@H](CC(=O)O)C(=O)OC(C)(C)C (R)-3-methyl-4-tert-butoxy-4-oxobutanoic acid